(E)-2,4,6-trimethoxystyryl-[(carboxymethyl)amino]-4-methoxybenzylsulphone sodium salt [Na+].COC1=C(/C=C/C(C2=CC=C(C=C2)OC)(NCC(=O)[O-])S(=O)(=O)C(C2=CC=C(C=C2)OC)(\C=C\C2=C(C=C(C=C2OC)OC)OC)NCC(=O)[O-])C(=CC(=C1)OC)OC.[Na+]